2-fluoro-pyridinecarboxylic acid lutetium [Lu].FC1(NC=CC=C1)C(=O)O